N-imidazo[1,2-a]pyridin-7-yl-N'-(4-methyltetralin-1-yl)-N'-[[5-(trifluoromethyl)-2-pyridyl]methyl]oxamide N=1C=CN2C1C=C(C=C2)NC(=O)C(=O)N(CC2=NC=C(C=C2)C(F)(F)F)C2CCC(C1=CC=CC=C21)C